CC1(OB(OC1(C)C)C1=CC=C(N)C=C1)C 4-(4,4,5,5-Tetramethyl-1,3,2-dioxaborolan-2-yl)aniline